BrC1=C2C[C@@H]([C@H](C2=CC(=C1)C)OC1=CC=C(C=C1)S(NCCOCCOCCNC(C(F)(F)F)=O)(=O)=O)N1C[C@H](N(CC1)C(=O)OC(C)(C)C)C (R)-tert-Butyl 4-((1S,2S)-4-bromo-6-methyl-1-(4-(N-(2-(2-(2-(2,2,2-trifluoroacetamido)ethoxy)ethoxy)ethyl)sulfamoyl)phenoxy)-2,3-dihydro-1H-inden-2-yl)-2-methylpiperazine-1-carboxylate